(1R,3S)-3-(3-{[(5-methylpyrazin-2-yl)acetyl]amino}-1H-pyrazol-5-yl)cyclopentyl(1-methylcyclopropyl)carbamate CC=1N=CC(=NC1)CC(=O)NC1=NNC(=C1)[C@@H]1C[C@@H](CC1)N(C([O-])=O)C1(CC1)C